COCC1(CC1)C(=O)N1CCN(CC1)C1=CC=C(C=N1)C=1C=2N(C=C(N1)C=1C=NN(C1)C)N=CC2C#N 4-(6-(4-(1-(methoxymethyl)cyclopropane-1-carbonyl)piperazin-1-yl)pyridin-3-yl)-6-(1-methyl-1H-pyrazol-4-yl)pyrazolo[1,5-a]pyrazine-3-carbonitrile